C(C1=CC=CC=C1)NC(N(C1=NC=C(C=C1)C=1C=NN(C1)C)[C@@H]1CC[C@H](CC1)NC1=NC=C(C(=N1)NC(CO)C)C#N)=O 3-benzyl-1-(trans-4-((5-cyano-((1-hydroxypropan-2-yl)amino)-pyrimidin-2-yl)-amino)cyclohexyl)-1-(5-(1-methyl-1H-pyrazol-4-yl)-pyridin-2-yl)urea